COC1=C(C(=O)P(CC(CC(C)(C)C)C)(C(C2=C(C=CC=C2OC)OC)=O)=O)C(=CC=C1)OC bis(2,6-dimethoxybenzoyl)2,4,4-trimethylpentyl-phosphine oxide